2-chloro-N-(2-(2-cyclopropylethyl)phenyl)acetamide ClCC(=O)NC1=C(C=CC=C1)CCC1CC1